S1C(=CC=C1)C1(C)C(C=CC=C1)S(=O)(=O)O 1-(thiophen-2-yl)-2-toluenesulfonic acid